N1N=CC(=C1)C1=NN=C(S1)NC(=O)C1=C2C(=NO1)C=CC=C2 N-(5-(1H-pyrazol-4-yl)-1,3,4-thiadiazol-2-yl)benzo[c]isoxazole-3-carboxamide